N=1C=CN2C1C=NC(=C2)C=2C=NN1C2C(N(C[C@@H]1C)C1=CC=C(C=C1)C(F)(F)F)=O (7S)-3-(imidazo[1,2-a]pyrazin-6-yl)-7-methyl-5-[4-(trifluoromethyl)phenyl]-6,7-dihydropyrazolo[1,5-a]pyrazin-4(5H)-one